1,3-Bis{(4-carbamimidoyl)-phenoxymethyl}-6-methylbenzene dihydrochloride Cl.Cl.C(N)(=N)C1=CC=C(OCC2=CC(=CC=C2C)COC2=CC=C(C=C2)C(N)=N)C=C1